NC1=NC=CC=C1C1=NC=2C(=NC(=CC2)C=2SC(=CN2)C)N1C=1C=C2CC[C@@H](C2=CC1)NC(=O)C1=NC=CN=C1C (S)-N-(5-(2-(2-aminopyridin-3-yl)-5-(5-methylthiazol-2-yl)-3H-imidazo[4,5-b]pyridin-3-yl)-2,3-dihydro-1H-inden-1-yl)-3-methylpyrazine-2-carboxamide